C12CN(CC2C1)CC1=C(CNC2=CC(=C(C(=C2)F)S(=O)(=O)NC=2N=CSC2)F)C(=CC=C1)F 4-((2-((3-azabicyclo[3.1.0]hex-3-yl)methyl)-6-fluorobenzyl)amino)-2,6-difluoro-N-(thiazol-4-yl)benzenesulfonamide